C(C)N(CCNCCN)CC 2-(2-(diethylamino)ethylamino)ethylamine